9-(4-(tert-butyl)phenyl)-2,3,6,7-tetramethoxy-10-phenylanthracene C(C)(C)(C)C1=CC=C(C=C1)C=1C2=CC(=C(C=C2C(=C2C=C(C(=CC12)OC)OC)C1=CC=CC=C1)OC)OC